FC1=C(C(=C(C(=C1F)F)F)OCF)S(=O)(=O)N(C)C 2,3,4,5-tetrafluoro-6-(fluoromethoxy)-N,N-dimethylbenzenesulfonamide